3-bromo-6-methoxy-8-(4-(trifluoromethyl)phenoxy)quinoline BrC=1C=NC2=C(C=C(C=C2C1)OC)OC1=CC=C(C=C1)C(F)(F)F